BrC1=CC(=NC=C1)NC(=O)CCN1CC(N(CC1)C)CC(=O)OC Methyl 2-(4-{2-[(4-bromopyridin-2-yl)carbamoyl]ethyl}-1-methylpiperazin-2-yl)acetate